C(C)C1=CC(=CC=2COB(C21)O)NC2=NC=C(C(=N2)NC2=CC=CC=C2)C N2-(7-ethyl-1-hydroxy-3H-2,1-benzoxaborole-5-yl)-5-methyl-N4-phenyl-pyrimidine-2,4-diamine